N1C=CC2=CC=C(C=C12)C1=NC2=C(N1)C=CC(=C2)N 2-(1H-Indol-6-yl)-1H-benzo[d]imidazol-5-amine